S(=O)(=O)(O)OS(=O)(=O)O.OCC(C)CCC[C@@H](C)[C@H]1CC[C@H]2[C@@H]3CC=C4C[C@@H](O)CC[C@]4(C)[C@H]3CC[C@]12C 27-hydroxycholesterol disulfate